C1(CC1)C1=C(C(=NO1)C1=C(C=CC=C1F)F)C(=O)OC1C[C@H]2CC[C@@H](C1)N2C=2SC1=C(N2)C(=CC(=C1)C(=O)OC)OC methyl 2-[(1R,3R,5S)-3-[[5-cyclopropyl-3-(2,6-difluorophenyl)-1,2-oxazol-4-yl]carbonyloxy]-8-azabicyclo[3.2.1]octan-8-yl]-4-methoxy-1,3-benzothiazole-6-carboxylate